FC=1C=C(C=CC1F)N1CC2(C=3C1=NC=C(N3)C(=O)N3C(CN(CC3)C3=CC=C(C=N3)CC(=O)OC)(C)C)CC(C2)(C)C methyl 2-(6-(4-(5'-(3,4-difluorophenyl)-3,3-dimethyl-5',6'-dihydrospiro[cyclobutane-1,7'-pyrrolo[2,3-b]pyrazine]-2'-carbonyl)-3,3-dimethylpiperazin-1-yl)pyridin-3-yl)acetate